CS(=O)(=O)F Methansulfonyl fluorid